C(CC)S(=O)(=O)OOC(F)(F)F trifluoromethoxy propyl-sulfonate